ClC1=NC=2N([C@@H](C(N(C2C=N1)C)=O)CC)C1CCCC1 (R)-2-chloro-8-cyclopentyl-7-ethyl-7,8-dihydro-5-methyl-6(5H)-pteridinone